2,5-dihydro-1H-pyrrol-1-yl-piperidine-1-carboxylic acid benzyl ester C(C1=CC=CC=C1)OC(=O)N1C(CCCC1)N1CC=CC1